(R)-N'-(4-(difluoromethoxy)-2-ethyl-6-isopropylphenyl-carbamoyl)-2-(2-hydroxypropan-2-yl)thiazole-5-sulfonimidamide FC(OC1=CC(=C(C(=C1)C(C)C)NC(=O)N=[S@](=O)(N)C1=CN=C(S1)C(C)(C)O)CC)F